2-((tert-butyldiphenylsilyl)oxy)-N-methyl-1-ethylamine [Si](C1=CC=CC=C1)(C1=CC=CC=C1)(C(C)(C)C)OCCNC